1-(6-((2-(1-(Cyclopropylsulfonyl)-1H-pyrazol-4-yl)pyrimidin-4-yl)amino)-4-(((1s,4s)-4-(hydroxymethyl)cyclohexyl)amino)pyridin-3-yl)-2,2-difluoroethan-1-one C1(CC1)S(=O)(=O)N1N=CC(=C1)C1=NC=CC(=N1)NC1=CC(=C(C=N1)C(C(F)F)=O)NC1CCC(CC1)CO